5-phenyldecane C1(=CC=CC=C1)C(CCCC)CCCCC